C(C)N(C1=CC=C(C=C1)C1=CC2=C(S1)C(C=1SC(=CC1P2(C2=CC=CC=C2)=O)C2=CC=C(C=C2)N(CC)CC)=O)CC 2,6-bis{4-[diethylamino]phenyl}-4-phenyl-8H-phosphinino{3,2-b:5,6-b'}dithiophen-8-one P-oxide